FC(=C(Cl)OC(F)(F)F)Cl 2-fluoro-1,2-dichloro-trifluoromethoxyethene